C(#N)C1=CC=C2C(=CN(C2=C1)COCC[Si](C)(C)C)C1=NC(=NC=C1C(F)(F)F)N[C@@H]1CN(CCC1)C(=O)OC(C)(C)C tert-butyl (3S)-3-[[4-[6-cyano-1-(2-trimethylsilylethoxymethyl)indol-3-yl]-5-(trifluoromethyl)pyrimidin-2-yl]amino]piperidine-1-carboxylate